((R)-1-(4-(2-methyl-5-((S)-3-(2,2,2-trifluoroethyl)pyrrolidin-1-carboxamido)phenyl)-6-morpholinopyridin-2-yl)-2-oxopyrrolidin-3-yl)carbamic acid tert-butyl ester C(C)(C)(C)OC(N[C@H]1C(N(CC1)C1=NC(=CC(=C1)C1=C(C=CC(=C1)NC(=O)N1C[C@@H](CC1)CC(F)(F)F)C)N1CCOCC1)=O)=O